C(CCCCCCC\C=C\CCCCCCCC)(=O)OCCC propyl (E)-octadec-9-enoate